8-fluoro-7-[(2-fluoro-4-iodophenyl)amino]-4-methylcinnoline-6-carboxylic acid FC=1C(=C(C=C2C(=CN=NC12)C)C(=O)O)NC1=C(C=C(C=C1)I)F